The molecule is an epoxy(hydroxy)icosatrienoate that is the conjugate base of (8R)-hydroxy-(11R,12R)-epoxyicosa-(5Z,9E,14Z)-trienoic acid, obtained by deprotonation of the carboxy group. It is a conjugate base of an (8R)-hydroxy-(11R,12R)-epoxyicosa-(5Z,9E,14Z)-trienoic acid. CCCCC/C=C\\C[C@@H]1[C@H](O1)/C=C/[C@@H](C/C=C\\CCCC(=O)[O-])O